(3R,7S)-2-(3,4-Dichlorobenzoyl)-9-(1-(5-(2-hydroxypropan-2-yl)pyridin-2-yl)ethyl)-3-methyl-10-oxo-1,2,3,4,7,8,9,10-octahydropyrido[4',3':3,4]pyrazolo[1,5-a]pyrazine-7-carboxylic acid ClC=1C=C(C(=O)N2CC=3C(=NN4C3C(N(C[C@H]4C(=O)O)C(C)C4=NC=C(C=C4)C(C)(C)O)=O)C[C@H]2C)C=CC1Cl